2,3,6,7-naphthalene-tetracarboxylic acid C1=C(C(=CC2=CC(=C(C=C12)C(=O)O)C(=O)O)C(=O)O)C(=O)O